3-(4-chlorophenyl)-4-(1,3-dioxoisoindolin-2-yl)butanoic acid ClC1=CC=C(C=C1)C(CC(=O)O)CN1C(C2=CC=CC=C2C1=O)=O